(R)-3-((3-(7-Aminooxazolo[5,4-d]pyrimidin-2-yl)phenyl)ethynyl)-3-hydroxy-1-methylpyrrolidin-2-one NC=1C2=C(N=CN1)OC(=N2)C=2C=C(C=CC2)C#C[C@]2(C(N(CC2)C)=O)O